C(C)(C)(C)OC(=O)N1C[C@H](CC1)N1C(C=2C=C(C=NC2CC1)Br)=O (S)-3-(3-bromo-5-oxo-7,8-dihydro-1,6-naphthyridin-6(5H)-yl)pyrrolidine-1-carboxylic acid tert-butyl ester